7-(5-fluoro-2-(((3S,4R)-3-hydroxytetrahydro-2H-pyran-4-yl)amino)pyrimidin-4-yl)-1-isopropyl-3-methyl-2-((((R)-tetrahydrofuran-3-yl)amino)methyl)quinolin-4(1H)-one FC=1C(=NC(=NC1)N[C@H]1[C@@H](COCC1)O)C1=CC=C2C(C(=C(N(C2=C1)C(C)C)CN[C@H]1COCC1)C)=O